Cl.Cl.C12CN(CC(N1)C2)C2=CC=C(C=N2)C=2C=1N(C=C(C2)OC[C@H](C)O)N=CC1C#N 4-(6-(3,6-diazabicyclo[3.1.1]hept-3-yl)pyridin-3-yl)-6-((S)-2-hydroxypropoxy)pyrazolo[1,5-a]pyridine-3-carbonitrile dihydrochloride